ClC1=NC=C(C=C1O)F 2-chloro-5-fluoropyridin-3-ol